C(C)(C)(C)OC(N[C@@H]1C(CCC1)=O)=O (S)-(2-oxo-cyclopentyl)carbamic acid tert-butyl ester